N-(((R)-2,2-dimethyl-1,3-dioxolan-4-yl)methyl)-4-((7-methoxyquinolin-4-yl)oxy)benzenesulfonimidamide CC1(OC[C@H](O1)CNS(=O)(=N)C1=CC=C(C=C1)OC1=CC=NC2=CC(=CC=C12)OC)C